C1(=CC=CC=C1)CCNCCCN(C=1C=NNC1)C[C@@H]1[C@H]([C@H]([C@@H](C1)N1C=C(C2=C1N=CN=C2)C=2SC=CC2)O)O (1S,2R,3R,5R)-3-[{{3-[(2-Phenylethyl)amino]propyl}(1H-pyrazol-4-yl)amino}methyl]-5-[5-(thiophen-2-yl)pyrrolo[2,3-d]pyrimidin-7-yl]cyclopentane-1,2-diol